3-(2-methoxypyridin-4-yl)-6-methyl-5-(4,4,5,5-tetramethyl-1,3,2-dioxaborolan-2-yl)-1-trityl-1H-indazole COC1=NC=CC(=C1)C1=NN(C2=CC(=C(C=C12)B1OC(C(O1)(C)C)(C)C)C)C(C1=CC=CC=C1)(C1=CC=CC=C1)C1=CC=CC=C1